6-[2-(azetidin-1-yl)-2-oxo-ethoxy]-4-fluoro-indane-2-carbaldehyde N1(CCC1)C(COC1=CC(=C2CC(CC2=C1)C=O)F)=O